C(=C)[SiH]1[Si]([Si]([Si]([SiH2][SiH2]1)(O)C=C)(C=C)C=C)(C=C)C=C.[Cu] copper hexavinylcyclohexasilanol